1-((1R,4R)-5-(4-((3-Chloro-4-(2,2-difluoroethyl)-2-fluorophenyl)amino)pyrido[3,2-d]pyrimidin-6-yl)-2,5-diazabicyclo[2.2.2]octan-2-yl)prop-2-en-1-one ClC=1C(=C(C=CC1CC(F)F)NC=1C2=C(N=CN1)C=CC(=N2)N2[C@H]1CN([C@@H](C2)CC1)C(C=C)=O)F